(R)-8-(2-(dimethylamino)-2-methylpropanoyl)-3-(2-(4-(4-fluorophenyl)piperazin-1-yl)ethyl)-2,8-diazaspiro[4.5]decan-1-one CN(C(C(=O)N1CCC2(C[C@@H](NC2=O)CCN2CCN(CC2)C2=CC=C(C=C2)F)CC1)(C)C)C